C(C)(C)(C)OC(=O)N[C@@H](CC1=CNC2=CC=CC=C12)C(=O)OC methyl (tert-butoxycarbonyl)-L-tryptophanate